3-[4-(4-oxo-1-piperidyl)phenyl]piperidine-2,6-dione O=C1CCN(CC1)C1=CC=C(C=C1)C1C(NC(CC1)=O)=O